BrC1=CC2=C(O[C@H](C(N2)=O)[C@H](NC(C)=O)C2=CC=CC=C2)N=C1 N-[(R)-[(3S)-7-bromo-2-oxo-1H-pyrido[2,3-b][1,4]oxazin-3-yl]-phenyl-methyl]acetamide